N-(1-(1-(4-fluoro-2-(trifluoromethyl)phenyl)ethyl)-1H-pyrazol-4-yl)-5-(pyridin-2-yl)-1,3,4-thiadiazole-2-carboxamide FC1=CC(=C(C=C1)C(C)N1N=CC(=C1)NC(=O)C=1SC(=NN1)C1=NC=CC=C1)C(F)(F)F